1,2-Dilauroyl-sn-glycero-3-phosphorylethanolamine C(CCCCCCCCCCC)(=O)OC[C@@H](OC(CCCCCCCCCCC)=O)COP(=O)(O)OCCN